2-(4,10-bis(2-(allyloxy)-2-oxoethyl)-7-((6-(2-(methylsulfonyl)pyrimidin-5-yl)hex-5-ynyl)glycyl)-1,4,7,10-tetraazacyclododec-1-yl)acetic acid C(C=C)OC(CN1CCN(CCN(CCN(CC1)C(CNCCCCC#CC=1C=NC(=NC1)S(=O)(=O)C)=O)CC(OCC=C)=O)CC(=O)O)=O